2,6-dihydroxy-3-nitro-phenylbutanone OC1=C(C(=CC=C1[N+](=O)[O-])O)CC(CC)=O